S(=O)(=O)(O)C1C=C(C2=CC=CC=C12)C(=O)O 3-sulfo-3H-indene-1-carboxylic acid